(2r,3s)-2-fluoro-3-(4-fluorophenyl)-3-hydroxypropionamide F[C@@H](C(=O)N)[C@@H](O)C1=CC=C(C=C1)F